2-[[tert-Butyl(dimethyl)silyl]oxy]ethylamine [Si](C)(C)(C(C)(C)C)OCCN